C(C=C)(=O)N1CC2(C1)CN(CC2)C2=NC=NC(=C2C#N)N2C(CCC2)CO 4-(2-acryloyl-2,6-diazaspiro[3.4]octan-6-yl)-6-(2-(hydroxymethyl)pyrrolidin-1-yl)pyrimidine-5-carbonitrile